di(3,4,5-trifluorophenyl)(4-vinylphenyl)boron FC=1C=C(C=C(C1F)F)B(C1=CC=C(C=C1)C=C)C1=CC(=C(C(=C1)F)F)F